tert-butyl (3S)-4-(7-(4-cyanopyridin-2-yl)-5-(2-methylcyclopropyl)-7H-pyrrolo[2,3-d]pyrimidin-4-yl)-3-methylpiperazine-1-carboxylate C(#N)C1=CC(=NC=C1)N1C=C(C2=C1N=CN=C2N2[C@H](CN(CC2)C(=O)OC(C)(C)C)C)C2C(C2)C